4-(6-((6-acetyl-8-cyclopentyl-5-methyl-7-oxo-7,8-dihydropyrido[2,3-d]-pyrimidin-2-yl)amino)pyridin-3-yl)-N-(2-hydroxyethyl)piperazine-1-sulfonamide C(C)(=O)C1=C(C2=C(N=C(N=C2)NC2=CC=C(C=N2)N2CCN(CC2)S(=O)(=O)NCCO)N(C1=O)C1CCCC1)C